C(C)(C)N1C(=NC=2C1=NC(=CC2)C2=CNC=1N=C(N=CC12)NC1=CC=NC=C1)C 5-(3-isopropyl-2-methyl-3H-imidazo[4,5-b]pyridin-5-yl)-N-(pyridin-4-yl)-7H-pyrrolo[2,3-d]pyrimidin-2-amine